2-(3-cyano-4-isobutoxyphenyl)-3-((2,3,3-trimethylbutan-2-yl)amino)imidazo[1,2-a]pyridine-6-carboxylic acid C(#N)C=1C=C(C=CC1OCC(C)C)C=1N=C2N(C=C(C=C2)C(=O)O)C1NC(C)(C(C)(C)C)C